2-(2,6-difluorophenyl)-8-methyl-N-(1-(1-(tetrahydro-2H-pyran-4-yl)piperidin-4-yl)-1H-pyrazol-4-yl)pyrazolo[1,5-a][1,3,5]triazin-4-amine FC1=C(C(=CC=C1)F)C1=NC=2N(C(=N1)NC=1C=NN(C1)C1CCN(CC1)C1CCOCC1)N=CC2C